(E)-2-((2-(4-(naphthalen-2-yl)thiazol-2-yl)hydrazono)methyl)benzoic acid C1=C(C=CC2=CC=CC=C12)C=1N=C(SC1)N\N=C\C1=C(C(=O)O)C=CC=C1